BrC1=CC=C(O1)C1=NN2C=NC=3C=CC=CC3C2=N1 2-(5-bromofuran-2-yl)[1,2,4]triazolo[1,5-c]quinazolin